CC[C@@]12[C@H](CC[C@H]1[C@@H]1CCC3=CC(CC[C@]3(C)[C@H]1CC2)=O)O methyl-17BETA-hydroxy-androstane-4-ene-3-one